2,6-dibromo-4-(2-methyl-4-nitrophenoxy)pyridine BrC1=NC(=CC(=C1)OC1=C(C=C(C=C1)[N+](=O)[O-])C)Br